C(C)(C)(C)C1=CC=C(OC2CCC3(CN(C3)C(=O)C3CC(C3)(C)O)CC2)C=C1 (7-(4-(tert-butyl)phenoxy)-2-azaspiro[3.5]non-2-yl)((1s,3s)-3-hydroxy-3-methylcyclobutyl)methanone